C1(=CC=CC2=CC=CC=C12)C1OC=CC1 naphthalenyl-dihydrofuran